C1(CC1)C=1C=CC(=NC1)CC(=O)N[C@H](C)C=1C=C2C(=CN1)N(N=C2)CC(F)(F)F (R)-2-(5-cyclopropylpyridin-2-yl)-N-(1-(1-(2,2,2-trifluoroethyl)-1H-pyrazolo[3,4-c]pyridin-5-yl)ethyl)acetamide